C1(=CC=CC=C1)C1=NC(=CC(=C1)C=1C(=C(C(=C(C1N1C2=CC=C(C=C2C=2C=C(C=CC12)C)C)N1C2=CC=C(C=C2C=2C=C(C=CC12)C)C)C1=NC(=CC=C1)C1=CC=CC=C1)N1C2=CC=C(C=C2C=2C=C(C=CC12)C)C)N1C2=CC=C(C=C2C=2C=C(C=CC12)C)C)C1=CC=CC=C1 9,9',9'',9'''-(3-(2,6-diphenylpyridin-4-yl)-6-(6-phenylpyridin-2-yl)benzene-1,2,4,5-tetrayl)tetrakis(3,6-dimethyl-9H-carbazole)